OC(CCCCCCCCC(=O)O)CCC(C)O 10,13-Dihydroxytetradecanoic acid